1,2-Bis(ethylimino)ethan C(C)N=CC=NCC